4-(4-((3-ethyl-2,4-dioxo-1,2,3,4-tetrahydroquinazolin-7-yl)methyl)piperazin-yl)-N,3-dimethylbenzamide C(C)N1C(NC2=CC(=CC=C2C1=O)CN1CCN(CC1)C1=C(C=C(C(=O)NC)C=C1)C)=O